C(N(N)C#N)([2H])([2H])[2H] 1-(methyl-d3)hydrazine-1-carbonitrile